BrCCOCCCC 1-(2-bromoethoxy)butane